NC=1N=C(C=C2C=C(N=CC12)NC(=O)C=1C=NN(C1)C)C=1C=NC=CC1CC 1-methyl-1H-pyrazole-4-carboxylic acid [8-amino-6-(4-ethylpyridin-3-yl)-[2,7]Naphthyridin-3-yl]Amide